CC1=NC2=C(N1CC1=CC=C(C=C1)C(F)(F)F)C=C(C=C2NS(=O)(=O)CC)C=2C1=C(C(N(C2)C)=O)NC=C1 N-(2-methyl-6-(6-methyl-7-oxo-6,7-dihydro-1H-pyrrolo[2,3-c]pyridin-4-yl)-1-(4-(trifluoromethyl)benzyl)-1H-benzo[d]imidazol-4-yl)ethanesulfonamide